C(CCC)N1C2(C(C3=CC=CC=C13)(C)C)OC1=C(C=C2)C=C(C=C1)[N+](=O)[O-] 1'-butyl-1',3'-dihydro-3',3'-dimethyl-6-nitro-spiro[2H-1-benzopyran-2,2'-[2H]indole]